ClC1=CC=C(C(=N1)C(=O)NS(=O)(=O)C)N[C@H](C)C=1C=C(C=C2C(N(C(=NC12)N1CC=2N(N=CC2C1)C(C)C)C)=O)C (R)-6-chloro-3-((1-(2-(1-isopropyl-4,6-dihydropyrrolo[3,4-c]pyrazol-5(1H)-yl)-3,6-dimethyl-4-oxo-3,4-dihydroquinazolin-8-yl)ethyl)amino)-N-(methylsulfonyl)picolinamide